tertiary octyl phenyl ether C1(=CC=CC=C1)OC(C)(C)CC(C)(C)C